FC1=C(C(=O)N)C=CC(=C1)C1=NNC2=NC=C(C=C21)C=2C=CC1=C(CCC(CC1)(N1[C@@H](CCC1)C)C)C2 2-Fluoro-4-(5-(7-methyl-7-((R)-2-methylpyrrolidin-1-yl)-6,7,8,9-tetrahydro-5H-benzo[7]annulen-2-yl)-1H-pyrazolo[3,4-b]pyridin-3-yl)benzamide